ClC=1C=C(C=CC1)NC(N(C([2H])([2H])[2H])[C@H](C)C1=CNC(C2=C(C(=CC=C12)F)F)=O)=O (R)-3-(3-chlorophenyl)-1-(1-(7,8-difluoro-1-oxo-1,2-dihydroisoquinolin-4-yl)ethyl)-1-(methyl-d3)urea